ClC12C=CC(C=C1)C2 1-Chloro-2,5-Norbornadien